2-tridecenenenitrile C(C=CC=CCCCCCCCC)#N